methyl (Z)-2-[5-[3-(difluoromethyl)pyrazol-1-yl]-2-methyl-phenoxy]-3-methoxy-prop-2-enoate FC(C1=NN(C=C1)C=1C=CC(=C(O\C(\C(=O)OC)=C/OC)C1)C)F